(S)-N-((E)-((1r,4S)-4-methylcyclohexyl)methylene)benzenesulfinamide CC1CCC(CC1)\C=N\[S@@](=O)C1=CC=CC=C1